O\N=C(\C1=CC(=NC=C1)C=1C=C2C(=CN1)N(C(=C2)C(=O)N2CCOCC2)C)/N (Z)-N'-hydroxy-2-(1-methyl-2-(morpholine-4-carbonyl)-1H-pyrrolo[2,3-c]pyridin-5-yl)isonicotinimidamide